C(#N)C=1C=CC(=NC1)C(=O)NC1=CC=C(C(=N1)[C@]1(N=C(O[C@@H](C1(F)F)C(F)(F)F)NC(OC(C)(C)C)=O)C)F tert-Butyl ((4R,6S)-4-(6-(5-cyanopicolinamido)-3-fluoropyridin-2-yl)-5,5-difluoro-4-methyl-6-(trifluoromethyl)-5,6-dihydro-4H-1,3-oxazin-2-yl)carbamate